FC=1C=CC(=C(C(=O)N2C[C@H]3[C@@H](CC2)CCN3C(=O)OC(C)(C)C)C1)N1N=CC=N1 tert-Butyl (3aS,7aR)-6-(5-fluoro-2-(2H-1,2,3-triazol-2-yl)benzoyl)octahydro-1H-pyrrolo[2,3-c]pyridine-1-carboxylate